FC1=NN(N=C1)C=1C=C(C=CC1C(F)(F)F)NC(=O)N1C2CC(CC1(C2)C(=O)O)C cis-6-((3-(4-fluoro-2H-1,2,3-triazol-2-yl)-4-(trifluoromethyl)phenyl)carbamoyl)-3-methyl-6-azabicyclo[3.1.1]heptane-1-carboxylic acid